(Naphthalen-2-yl-d7)boric acid C1(=C(C(=C(C2=C(C(=C(C(=C12)[2H])[2H])[2H])[2H])[2H])[2H])OB(O)O)[2H]